6,8-Bis(trifluoromethyl)-3H-1,2,3-benzotriazin-4-one FC(C=1C=C(C2=C(C(NN=N2)=O)C1)C(F)(F)F)(F)F